C[Mo](C)(C)=O trimethyl-molybdenum oxide